6-chloro-5-nitropyridin-2-amine ClC1=C(C=CC(=N1)N)[N+](=O)[O-]